C(C)(C)(C)[C@H](C(C(=O)O)(O)O)CCCC#N.NC1=CC=C(C=C1)C(C(F)(F)F)(C(F)(F)F)C1=CC=C(C=C1)N 2,2-bis(4-aminophenyl)hexafluoropropane Tert-butyl-6-cyano-(3R,5R)-dihydroxyhexanoate